3-(5-(((R)-1-ethylazepan-3-yl)oxy)-1-oxoisoindolin-2-yl)piperidine-2,6-dione C(C)N1C[C@@H](CCCC1)OC=1C=C2CN(C(C2=CC1)=O)C1C(NC(CC1)=O)=O